4-(3-bromo-2-(2-(4-chlorophenyl)-2-hydroxyethoxy)phenyl)-2-methylpiperazine-1-carboxylic acid tert-butyl ester C(C)(C)(C)OC(=O)N1C(CN(CC1)C1=C(C(=CC=C1)Br)OCC(O)C1=CC=C(C=C1)Cl)C